OCN(C(=O)NCO)C1(N(C(N(C1=O)CO)=O)CO)CO 1,3-bis(hydroxymethyl)-1-(1,3,4-tris(hydroxy-methyl)-2,5-dioxoimidazolidin-4-yl)urea